CC1(C(=O)C2=C(O)C=C(C=C2O)O)CC(=CC(=C1)C)C 1,3,5-trimethyl-benzoyl-phloroglucinol